OC[C@H](C1=CC=CC=C1)NC1=NC(=NC=C1C1=CN=NN1)NC1=CC(=C(C(=O)N(C)C)C=C1)C 4-[[4-[[(1S)-2-hydroxy-1-phenyl-ethyl]amino]-5-(1H-triazol-5-yl)pyrimidin-2-yl]amino]-N,N,2-trimethyl-benzamide